N-(3-azidopropyl)-N-methyl-1H-imidazole-1-carbothioamide N(=[N+]=[N-])CCCN(C(=S)N1C=NC=C1)C